Propyl 4-(3-{[7-(5-methyl-1,2,4-oxadiazol-3-yl)isoquinolin-1-yl]amino}propanamido)-1H-pyrazole-1-carboxylate CC1=NC(=NO1)C1=CC=C2C=CN=C(C2=C1)NCCC(=O)NC=1C=NN(C1)C(=O)OCCC